C1[C@@H]2C=C[C@H]1[C@@H]3[C@H]2C(=O)N(C3=O)C4=CC=C(C=C4)C(=O)NC5=CC=CC6=C5N=CC=C6 [(3aR*,4S*,7R*,7aS)-1,3,3a,4,7,7a-hexahydro-1,3-dioxo-4,7-methano-2H-isoindol-2-yl]-N-8-quinolinylbenzamide